C(CCCCCC\C=C\C=C/CCCC)O (E,Z)-8,10-Pentadecadien-1-ol